4-(t-butoxy)-1-butyne C(C)(C)(C)OCCC#C